3-(1,4-Dimethyl-1H-benzo[d][1,2,3]triazol-5-yl)-3-(4-methyl-3-(((R)-2-methyl-2,3-dihydrobenzo[f][1,4]oxazepin-4(5H)-yl)methyl)phenyl)propanoic acid, formic acid salt C(=O)O.CN1N=NC2=C1C=CC(=C2C)C(CC(=O)O)C2=CC(=C(C=C2)C)CN2C[C@H](OC1=C(C2)C=CC=C1)C